ClC1=CC=2N(C(=C1)NCC1(CCN(CC1)C(=O)NC)C1=CC=CC=C1)C=C(N2)C(F)(F)F 4-(((7-Chloro-2-(trifluoromethyl)imidazo[1,2-a]pyridin-5-yl)amino)methyl)-N-methyl-4-phenylpiperidine-1-carboxamide